3-{[4-methyl-2-(2-methyl-5-phenyl-1,3-thiazole-4-carbonyl)-2-azabicyclo[3.1.1]hept-3-yl]methoxy}isoquinoline CC1C(N(C2CC1C2)C(=O)C=2N=C(SC2C2=CC=CC=C2)C)COC=2N=CC1=CC=CC=C1C2